2-methyl-N6-(2-(3,4,5-trimethoxyphenyl)quinazolin-4-yl)quinoline-4,6-diamine CC1=NC2=CC=C(C=C2C(=C1)N)NC1=NC(=NC2=CC=CC=C12)C1=CC(=C(C(=C1)OC)OC)OC